COCCONCCC[Si](OC)(OC)OC N-(2-methoxyethoxy)-3-aminopropyltrimethoxysilane